[2-(2,6-dioxopiperidin-3-yl)-3-oxo-4-phenoxy-2,3-dihydro-1H-isoindol-5-yl]methyl N-(4-phenoxyphenyl)carbamate O(C1=CC=CC=C1)C1=CC=C(C=C1)NC(OCC=1C(=C2C(N(CC2=CC1)C1C(NC(CC1)=O)=O)=O)OC1=CC=CC=C1)=O